CN(C(=O)C=1C(=C(C=CC1)N1N=C(C=CC1=O)C(=O)N[C@H](C)C=1SC(=CC1)C1=C(C=CC(=C1)F)CNC)F)C 1-[3-(dimethylcarbamoyl)-2-fluoro-phenyl]-N-[(1R)-1-[5-[5-fluoro-2-(methylaminomethyl)phenyl]-2-thienyl]ethyl]-6-oxo-pyridazine-3-carboxamide